C1(CCC1)C=1N=C2N(C=C(N=C2)C2=CC(=C(C=C2)F)C(F)(F)F)C1C1=C(C=C(C=C1F)O)F 4-(2-cyclobutyl-6-(4-fluoro-3-(trifluoromethyl)phenyl)imidazo[1,2-a]pyrazin-3-yl)-3,5-difluorophenol